COC(=O)C=1N=C(C=2N(C1)C=C(N2)C2CC2)OC.NC=2C=C1CN(C(C1=CC2)=O)C2C(NC(CC2)=O)=O 3-(5-amino-1-oxo-2,3-dihydro-1H-isoindol-2-yl)piperidine-2,6-dione methyl-2-cyclopropyl-8-methoxyimidazo[1,2-a]pyrazine-6-carboxylate